N-(1,3-benzodioxol-5-yl)-3-(4-chloro-3,5-dimethyl-pyrazol-1-yl)-N-methyl-benzamide O1COC2=C1C=CC(=C2)N(C(C2=CC(=CC=C2)N2N=C(C(=C2C)Cl)C)=O)C